NC[C@@H]1N(CC(CC1)(F)F)C(=O)C1=NC(=NC=C1C)NC1=NC=CC(=C1)OC(F)(F)F (R)-(2-(aminomethyl)-5,5-difluoropiperidin-1-yl)(5-methyl-2-((4-(trifluoromethoxy)pyridin-2-yl)amino)pyrimidin-4-yl)methanone